FC(C(CC(=O)C1=CC=C(C=C1)C(C)(C)C)=O)(F)F 4,4,4-trifluoro-1-(4-tert-butylphenyl)butane-1,3-dione